C(C)(C)(C)C1=CC=C(C=C1)[C@H](C)NC(=O)C1=CC=C2C(=C(N(C2=C1)C)C)CC1=CC=C(OC(C(=O)O)C)C=C1 2-(4-((6-(((S)-1-(4-(tert-butyl)phenyl)ethyl)carbamoyl)-1,2-dimethyl-1H-indol-3-yl)methyl)phenoxy)propanoic acid